C(#N)C1(CC1)C(=O)NC=1C=NC(=NC1)C=1C=NN(C1NC(O[C@H](C)C=1C(=NC=C(C1)F)F)=O)C (R)-1-(2,5-difluoropyridin-3-yl)ethyl (4-(5-(1-cyanocyclopropane-1-carboxamido)pyrimidin-2-yl)-1-methyl-1H-pyrazol-5-yl)carbamate